FC=1C=C(C=CC1)N1C2=NC(=NC(=C2N=C1C)NN=CC1=CC(=CC=C1)C)N1CCOCC1 4-(9-(3-fluorophenyl)-8-methyl-6-(2-(3-methylbenzylidene)hydrazinyl)-9H-purin-2-yl)morpholine